(1R,3S,5R)-N-(6-Bromo-3-(cyanomethyl)pyridin-2-yl)-5-methyl-2-azabicyclo[3.1.0]hexane-3-carboxamide BrC1=CC=C(C(=N1)NC(=O)[C@H]1N[C@@H]2C[C@@]2(C1)C)CC#N